FC=1C=CC(=C(C1)[C@@H]1N(CCC1)C1=NN2C(N=CC=C2)=C1C1CC(CN1C(=O)N)O)C(F)(F)F 5-((R)-(2-(5-fluoro-2-(trifluoromethyl)phenyl)pyrrolidin-1-yl)pyrazolo[1,5-a]pyrimidin-3-yl)-3-hydroxypyrrolidine-1-carboxamide